C1(CC1)C1=NN(C(=C1)C(F)(F)F)CC=O 2-[3-cyclopropyl-5-(trifluoromethyl)pyrazol-1-yl]ethanone